BrC1=C2C(C(N(C2=CC(=C1)C(=O)OC)CC1=CC=C(C=C1)OC)=O)(CC=O)CC=O methyl 4-bromo-1-(4-methoxybenzyl)-2-oxo-3,3-bis(2-oxoethyl)indoline-6-carboxylate